ClC1=C(C(=CC(=C1)Cl)F)NC=1N(C2=NC(=NC=C2N1)N[C@H]1C[C@H](CCC1)O)C1CCC(CC1)C(=O)N (1S,4s)-4-(8-(2,4-dichloro-6-fluorophenylamino)-2-((1R,3S)-3-hydroxycyclohexylamino)-9H-purin-9-yl)cyclohexanecarboxamide